t-butyl 2-formylmorpholine-4-carboxylate C(=O)C1CN(CCO1)C(=O)OC(C)(C)C